FC(S(=O)(=O)NCC1=CC=C(C=C1)NC1=NC=C(C(=N1)NCC=1C(=NC=CC1)N(S(=O)(=O)C)C)C(F)(F)F)(F)F 1,1,1-trifluoro-N-[4-({4-[({2-[methyl(methylsulfonyl)amino]pyridin-3-yl}methyl)amino]-5-(trifluoromethyl)pyrimidin-2-yl}amino)benzyl]methanesulfonamide